OCCOCCOCCOCCOCCOC=1C=C(C=CC1)C([C@@H](C(=O)O)NC)(C)C (S)-3-(3-((14-hydroxy-3,6,9,12-tetraoxatetradecyl)oxy)phenyl)-3-methyl-2-(methylamino)butanoic acid